4-(4-(1-(2-chlorophenylsulfonyl)-1,2,3,6-tetrahydropyridin-4-yl)pyridin-2-yl)-N,N-dimethylbenzamide ClC1=C(C=CC=C1)S(=O)(=O)N1CCC(=CC1)C1=CC(=NC=C1)C1=CC=C(C(=O)N(C)C)C=C1